NC1=C(C(=O)OCC(C)C)C=CC(C1)(Cl)N 2-methylpropyl 2,4-diamino-4-chlorobenzoate